FC1=C(C(=CC(=C1)F)OCCOC)C=1C2=C(C(=NC1C1=CC=C3CCN(CC3=C1)C(=O)OC(C)(C)C)OS(=O)(=O)C(F)(F)F)C=CS2 tert-butyl 7-[7-[2,4-difluoro-6-(2-methoxyethoxy) phenyl]-4-(trifluoromethylsulfonyloxy) thieno[3,2-c]pyridin-6-yl]-3,4-dihydro-1H-isoquinoline-2-carboxylate